P(=O)([O-])([O-])[O-].C(=C)[Al+3]CC vinyl-ethyl-aluminum phosphate